(R)-2-(1-([1,1'-biphenyl]-4-yl)-3,3-dimethylbutyl)pyridine C1(=CC=C(C=C1)[C@@H](CC(C)(C)C)C1=NC=CC=C1)C1=CC=CC=C1